[(2S,4Z)-1-(5-(2,3-dimethylphenyl)-6-(trifluoromethyl)pyrazine-2-carbonyl)-4-(methoxyimino)pyrrolidin-2-yl]methanone CC1=C(C=CC=C1C)C=1N=CC(=NC1C(F)(F)F)C(=O)N1[C@@H](C/C(/C1)=N/OC)C=O